CC(CC(C)C)NC1=CC=C(C=C1)NC1=CC=CC=C1 N-(1-methylisoamyl)-N'-phenyl-p-phenylenediamine